N-(3-(5-cyano-2-methoxyphenyl)-1-((1-methyl-1H-imidazol-2-yl)methyl)-1H-pyrazol-4-yl)pyrazolo[1,5-a]pyrimidine-3-carboxamide C(#N)C=1C=CC(=C(C1)C1=NN(C=C1NC(=O)C=1C=NN2C1N=CC=C2)CC=2N(C=CN2)C)OC